C1(=CC=CC=C1)NCCC[Si](OCC)(OCC)OCC N-Phenyl-γ-aminopropyltriethoxysilane